6-cyclopropaneamido-4-{[3-(2-cyclopropyl-2H-1,2,3-triazol-4-yl)-2-methoxyphenyl]amino}-N-(2H3)methylpyridazine-3-carboxamide C1(CC1)C(=O)NC1=CC(=C(N=N1)C(=O)NC([2H])([2H])[2H])NC1=C(C(=CC=C1)C1=NN(N=C1)C1CC1)OC